CC1=C(C(=O)N)C=CC(=C1)NC1CCN(CC1)C 2-methyl-4-((1-methylpiperidin-4-yl)amino)benzamide